ClC1=CC2=C(N(C(N=C2N2[C@H](CN(CC2)C(C=C)=O)C)=O)C2=C(C=CC=C2CC)CC)N=C1N1C[C@H](CCC1)C 6-chloro-1-(2,6-diethylphenyl)-7-((3S)-3-methyl-1-piperidinyl)-4-((2S)-2-methyl-4-(2-propenoyl)-1-piperazinyl)pyrido[2,3-d]pyrimidin-2(1H)-one